CC1(NCCCC1)C=C 2-methyl-2-vinylpiperidine